5,6-dihydro-4H-cyclopenta[b]thiophene-2-carboxylic acid S1C2=C(C=C1C(=O)O)CCC2